(Z)-2-(methyl-(pentacosan-16-en-8-yl)amino)ethane-1-thiol CN(CCS)C(CCCCCCC)CCCCCCC\C=C/CCCCCCCC